C(#C)C1=CC(=C(C=C1)NC=1C=NC=CC1P1(CCCC1)=O)F 1-(3-((4-Ethynyl-2-fluoro-phenyl)-amino)-pyridin-4-yl)phospholane 1-oxide